COC=1C=C(C=C(C1)OCC1COCC1)NC1=CC=NC2=CC=C(C=C12)C(F)(F)F N-(3-Methoxy-5-((tetrahydrofuran-3-yl)methoxy)phenyl)-6-(trifluoromethyl)quinolin-4-amine